CN(C1=C(C=CC=C1)C1CCN(CC1)C1=NC(=NC2=CC=C(C=C12)N(CCN1CCOCC1)C)C1(CCC1)F)C [4-[4-(2-dimethylamino-phenyl)-piperidin-1-yl]-2-(1-fluoro-cyclobutyl)-quinazolin-6-yl]-methyl-(2-morpholin-4-yl-ethyl)-amine